2-acetamido-N-(4-ethyl-5-methylthiazol-2-yl)benzamide C(C)(=O)NC1=C(C(=O)NC=2SC(=C(N2)CC)C)C=CC=C1